(S)-2-((2-(2,6-difluoro-4-(methylcarbamoyl)phenyl)-5-methyl-1H-indol-1-yl)methyl)morpholine-4-carboxylic acid methyl ester COC(=O)N1C[C@@H](OCC1)CN1C(=CC2=CC(=CC=C12)C)C1=C(C=C(C=C1F)C(NC)=O)F